O1CCC(=CC1)N1NC2=NC(=CN=C2C1)N1CCC2(CC1)[C@@H](C1=C(N=CS1)C2)N (S)-1'-(2-(3,6-dihydro-2H-pyran-4-yl)-1H-pyrazolo[3,4-b]pyrazin-6-yl)-4,6-dihydrospiro[cyclopenta[d]thiazol-5,4'-piperidin]-6-amine